C(#N)C1=CN(C2=CC=C(C=C12)C1=NC=C(C=N1)C(=O)O)C1CCCC1 2-(3-cyano-1-cyclopentyl-indol-5-yl)pyrimidine-5-carboxylic acid